CC1=C(C(C(C=C1)=O)C1=CC=CC=C1)C dimethyl-2-phenylbenzenone